CNS(=O)(=O)C1=NC(=C(C=C1)NCC1=CC=C(C=C1)C(F)(F)F)C=1N=C2OC(CN2C1)C N-methyl-6-(2-methyl-2,3-dihydroimidazo[2,1-B]oxazol-6-yl)-5-((4-(trifluoromethyl)benzyl)amino)pyridine-2-sulfonamide